CC1=CC=C(C=C1)S(=O)(=O)OCC1CCC(CC1)CO[Si](C)(C)C(C)(C)C ((1s,4s)-4-(((tert-butyldimethylsilyl)oxy)methyl)cyclohexyl)methyl 4-methylbenzenesulfonate